1-(5-((4-(4-((9-cyclopentyl-8-(phenylamino)-9H-purin-2-yl)amino)phenyl)piperazin-1-yl)methyl)-1-oxoisoindolin-2-yl)dihydropyrimidine-2,4(1H,3H)-dione C1(CCCC1)N1C2=NC(=NC=C2N=C1NC1=CC=CC=C1)NC1=CC=C(C=C1)N1CCN(CC1)CC=1C=C2CN(C(C2=CC1)=O)N1C(NC(CC1)=O)=O